C1(=CC=CC=C1)[C@@H](C)N |o1:6| (R)- or (S)-1-phenylethylamine